6-(2-(4-Fluoro-3-methylphenyl)pyridin-3-yl)-N-(2-(pyrrolidin-1-yl)ethyl)imidazo[1,2-a]pyridin-3-carboxamid FC1=C(C=C(C=C1)C1=NC=CC=C1C=1C=CC=2N(C1)C(=CN2)C(=O)NCCN2CCCC2)C